C1(=CC=CC=C1)N=NC1=C(C=CC2=CC=CC=C12)O 1-(phenylazo)-2-naphthol